(N,N-dimethylamino)biphenyl CN(C)C1=C(C=CC=C1)C1=CC=CC=C1